C(C)(C)C1=NN(C(=C1NC(=O)NS(=O)(=O)C=1C=NN2C1OCC(C2)OC)C(C)C)C(F)(F)F N-((3,5-diisopropyl-1-(trifluoromethyl)-1H-pyrazol-4-yl)carbamoyl)-6-methoxy-6,7-dihydro-5H-pyrazolo[5,1-b][1,3]oxazine-3-sulfonamide